1-(4-carboxyphenyl)-benzimidazole-5-carboxylic acid C(=O)(O)C1=CC=C(C=C1)N1C=NC2=C1C=CC(=C2)C(=O)O